C(C1=CC=CC=C1)N(C1CC2=C(N(N=C2CC1)C1=CC=CC=C1)O)C 5-(benzylmethylamino)-2-phenyl-4,5,6,7-tetrahydro-2H-indazol-3-ol